COCCN1N=CC(=N1)C1=CC=C(C=C1)CN 1-{4-[2-(2-methoxyethyl)-2H-1,2,3-triazol-4-yl]phenyl}methanamine